CC([C@@H](C(=O)O)N(C(=O)N1C[C@@]2(CN(CO2)C(C=C)=O)CC1)C)C (2S)-3-methyl-2-{methyl[(5S)-3-(prop-2-enoyl)-1-oxa-3,7-diazaspiro[4.4]nonan-7-yl]carbonylamino}butanoic acid